5a-(4-bromophenyl)-8a-hydroxy-8-oxo-6-phenyl-5a,7,8,8a-tetrahydro-6H-cyclopenta[4,5]furo[3,2-b]pyridine-7-carboxylate BrC1=CC=C(C=C1)C12C(C3=NC=CC=C3O1)(C(C(C2C2=CC=CC=C2)C(=O)[O-])=O)O